ClC=1C=C(CCN2C[C@H]([C@H](CC2)O)COC2=CC=C(C=C2)S(=O)(=O)C)C=CC1 cis-1-(3-chlorophenethyl)-3-((4-(methylsulfonyl)phenoxy)methyl)piperidin-4-ol